C(C=C)(=O)OC1=CC=C(C=C1)C(C)(C)C1=CC=C(C=C1)C(C)(C)C1=CC=C(C=C1)OC(C=C)=O α,α'-bis[4-Acryloyloxyphenyl]-1,4-diisopropylbenzene